methyl 7-((2S,5R)-4-(tert-butoxycarbonyl)-2,5-diethylpiperazin-1-yl)-4-methyl-5-oxo-4,5-dihydropyrazolo[1,5-a]pyrimidine-2-carboxylate C(C)(C)(C)OC(=O)N1C[C@@H](N(C[C@H]1CC)C1=CC(N(C=2N1N=C(C2)C(=O)OC)C)=O)CC